ClC1=NC=CC(=N1)C1=CC=C(C=C1)NC(C(=O)OCC)(C)C ethyl 2-((4-(2-chloropyrimidin-4-yl) phenyl) amino)-2-methylpropionate